N-((2-(1-(difluoromethyl)-1H-pyrazol-3-yl)-6-(4-fluorophenyl)pyridin-3-yl)methyl)acrylamide FC(N1N=C(C=C1)C1=NC(=CC=C1CNC(C=C)=O)C1=CC=C(C=C1)F)F